2-(2-chloro-5-(2-hydroxy-prop-2-yl)-8-oxothieno[2',3':4,5]pyrrolo[1,2-d][1,2,4]triazin-7(8H)-yl)-N-cyclopropylacetamide ClC1=CC2=C(C=C3N2C(=NN(C3=O)CC(=O)NC3CC3)C(C)(C)O)S1